[N+](=O)([O-])C=1C=CC2=C(C(NC3=C(O2)C=CC=C3)=O)C1 2-nitro-10H-dibenzo[b,f][1,4]oxazepin-11-one